9-(1-butyl-1H-indol-5-yl)-3,4-dihydropyrido[2,1-c][1,2,4]thiadiazine 2,2-dioxide C(CCC)N1C=CC2=CC(=CC=C12)C1=CC=CN2C1=NS(CC2)(=O)=O